6-(3,5-dimethylisoxazol-4-yl)-4-morpholino-N-[(E)-m-tolylmethyleneamino]thieno[2,3-d]pyrimidin-2-amine CC1=NOC(=C1C1=CC2=C(N=C(N=C2N2CCOCC2)N/N=C/C=2C=C(C=CC2)C)S1)C